ethyl 3-amino-1,2,4-triazine-6-carboxylate NC=1N=NC(=CN1)C(=O)OCC